FC(C(=O)N1CC2=C(CC1)N=C(S2)C)(F)C=2C=C(C(=O)NC1=CC(=C(C=C1)F)C)C=CC2F 3-(1,1-difluoro-2-(2-methyl-6,7-dihydrothiazolo[5,4-c]pyridin-5(4H)-yl)-2-oxoethyl)-4-fluoro-N-(4-fluoro-3-methylphenyl)benzamide